1-(cyclohexylmethyl)-3-methyl-1H-pyrazole-5-carboxylic acid C1(CCCCC1)CN1N=C(C=C1C(=O)O)C